N-benzylsulfonyl-4-[4-[5-[2-(5-hydroxypyridin-3-yl)ethynyl]pyridine-3-carbonyl]piperazin-1-yl]benzamide C(C1=CC=CC=C1)S(=O)(=O)NC(C1=CC=C(C=C1)N1CCN(CC1)C(=O)C=1C=NC=C(C1)C#CC=1C=NC=C(C1)O)=O